C(C)(=O)C1=C(C=CC=C1)N[C@H]1[C@](C(C=C1)=O)(C1=CC=CC=C1)CC(C(=O)[O-])(F)F 3-((1r,2r)-2-((2-acetylphenyl) amino)-5-oxo-1-phenylcyclopent-3-en-1-yl)-2,2-difluoropropionate